CC(C(=O)C1=CC=CC=C1)(CCCC)N1CCCC1 methyl-α-pyrrolidino-hexanophenone